1-(1-(6-methylpyridin-3-yl)ethoxy)-2,7-naphthyridine CC1=CC=C(C=N1)C(C)OC1=NC=CC2=CC=NC=C12